1-(2-Dodecyloxy-5-ethyl-3-methoxybenzyl)piperidine-1-oxide C(CCCCCCCCCCC)OC1=C(C[N+]2(CCCCC2)[O-])C=C(C=C1OC)CC